1,N<6>-ethenoadenine N12C=NC3=NC=NC3=C1NC=C2